2-((4-bromo-3-fluorobenzyl)amino)-N-(4-chlorobenzyl)acetamide BrC1=C(C=C(CNCC(=O)NCC2=CC=C(C=C2)Cl)C=C1)F